N[C@@H](CC=1C(=CC=CC1[3H])[3H])C(=O)O [2,6-3H]phenylalanine